2-((tributylstannyl)methoxy)ethyl methanesulfonate CS(=O)(=O)OCCOC[Sn](CCCC)(CCCC)CCCC